C(C)(C)C1=C(NC2=CC=C(C=C12)CCC(=O)N1CCOCC1)C1=C2C(=NC=C1)NN=C2 3-(3-isopropyl-2-(1H-pyrazolo[3,4-b]pyridin-4-yl)-1H-indol-5-yl)-1-morpholinopropan-1-one